BrCCOC1=CC=C(OC2=CS(C3=C4C=NN(C4=CC=C32)C3OCCCC3)(=O)=O)C=C1 3-(4-(2-bromoethoxy)phenoxy)-6-(tetrahydro-2H-pyran-2-yl)-6H-thieno[2,3-e]indazole 1,1-dioxide